N1=C(C=NC2=CC=CC=C12)C(CC(=O)O)N1N=CC2=CC(=CC=C12)CCCC1=NC=2NCCCC2C=C1 3-(Quinoxalin-2-yl)-3-(5-(3-(5,6,7,8-tetrahydro-1,8-naphthyridin-2-yl)propyl)-1H-indazol-1-yl)propanoic acid